ClC1=C(C=C(N=N1)NC(C(C)(C)C)=O)[C@@H](C)NCC(CN1C(C2=CC=CC=C2C1=O)=O)(F)F (R)-N-(6-Chloro-5-(1-((3-(1,3-dioxoisoindolin-2-yl)-2,2-difluoropropyl)amino)ethyl)pyridazin-3-yl)pivalamide